2-[[6-[4-(dimethylamino)phenyl]-3-morpholinosulfonyl-4-quinolyl]amino]benzoic acid CN(C1=CC=C(C=C1)C=1C=C2C(=C(C=NC2=CC1)S(=O)(=O)N1CCOCC1)NC1=C(C(=O)O)C=CC=C1)C